1,4-diaza-bicyclo-(2.2.2)octane N12CCN(CC1)CC2